3-isopropyl-2-(6-(piperidin-1-yl)pyridin-3-yl)-7-(1-trityl-1H-imidazol-4-yl)imidazo[2,1-f][1,2,4]triazin-4(3H)-one C(C)(C)N1C(=NN2C(C1=O)=NC=C2C=2N=CN(C2)C(C2=CC=CC=C2)(C2=CC=CC=C2)C2=CC=CC=C2)C=2C=NC(=CC2)N2CCCCC2